CC1(C2C(C3=C(O1)C=C(C=C3)CCCCC)CC(=CC2)C)C 6a,7,10,10a-tetrahydro-6,6,9-trimethyl-3-pentyl-6H-dibenzo[b,d]pyran